NC=1C=CC=C(C1)C=1C(=C2NC1C=C1C=CC(=N1)C(C1=CC=C(N1)C(=C1C=CC(=N1)C2=S(=O)=O)N)=S(=O)=O)C2=CC=CC=C2 5,15-diaminophenyl-10,20-disulfonyl-phenylporphyrin